4-(4-trifluoromethylbenzyl)-7-benzyl-6,7,8,9-tetrahydropyrido[3,4-e][1,2,4]triazolo[1,5-a]pyrimidine-5(4H)-one FC(C1=CC=C(CN2C=3N(C4=C(C2=O)CN(CC4)CC4=CC=CC=C4)N=CN3)C=C1)(F)F